CP(=O)(C)C1=C(C=CC=C1)NC=1N=C(N=NC1C(=O)N)NC1=C(C=C2CCN(CC2=C1)C(C)C)OC ((2-(dimethylphosphoryl)phenyl)amino)-3-((2-isopropyl-6-methoxy-1,2,3,4-tetrahydroisoquinolin-7-yl)amino)-1,2,4-triazine-6-carboxamide